C(C)(C)(C)OC(=O)N1N=C(C2=CC(=C(C=C12)OCCOC)F)C#C 3-ethynyl-5-fluoro-6-(2-methoxy-ethoxy)-indazole-1-carboxylic acid tert-butyl ester